6-methylcyclohexyltriethoxysilane CC1CCCCC1[Si](OCC)(OCC)OCC